O1C2C([C@H](C1)O)OC[C@@H]2O (3S,6S)-hexahydrofuro[3,2-b]furan-3,6-diol